1-(2-tert-butoxycarbonylaminoethyl)-4-[(4-methoxyphenyl)thiomethyl]-1H-1,2,3-triazole C(C)(C)(C)OC(=O)NCCN1N=NC(=C1)CSC1=CC=C(C=C1)OC